8-Oxa-2-aza-spiro[4.5]decane-2-carboxylic acid (4-methoxy-7-phenyl-thiazolo[4,5-c]pyridin-2-yl)-amide COC1=NC=C(C2=C1N=C(S2)NC(=O)N2CC1(CC2)CCOCC1)C1=CC=CC=C1